[Ag].[Si](=O)=O.[W] tungsten silicon dioxide silver